2,2,2-trichloro-1-((2-(4-(5-(trifluoromethyl)-1,2,4-oxadiazol-3-yl)phenyl)acetyl)-λ2-azaneyl)ethan-1-one ClC(C(=O)[N]C(CC1=CC=C(C=C1)C1=NOC(=N1)C(F)(F)F)=O)(Cl)Cl